CC1=CC(=NC=N1)NC1=C(C=CC(=N1)N1CCN(CC1)C(=O)OC(C)(C)C)[N+](=O)[O-] tert-butyl 4-{6-[(6-methylpyrimidin-4-yl)amino]-5-nitropyridin-2-yl}piperazine-1-carboxylate